O[C@@H]1[C@H](C2=CC=CC=C2C1)NC(=O)C=1C=2C[C@H]3[C@@H](C2N(N1)C1=C(C=C(C=C1)F)F)C3 (1aS,5aS)-2-(2,4-Difluoro-phenyl)-1a,2,5,5a-tetrahydro-1H-2,3-diaza-cyclopropa[a]pentalene-4-carboxylic acid ((1S,2S)-2-hydroxy-indan-1-yl)-amide